(S)-2-(tert-pentoxy)propionic acid propyl ester C(CC)OC([C@H](C)OC(C)(C)CC)=O